C1(CC1)C1=CN=C(C=N1)NC1=C(C(=CC=C1)C=1CCOCC1)OCC(F)(F)F 6-Cyclopropyl-3-((3-(3,6-dihydro-2H-pyran-4-yl)-2-(2,2,2-trifluoroethoxy)phenyl)amino)pyrazine